2-chloro-N4-(3-(morpholinyl-methyl)benzyl)quinoline-3,4-diamine ClC1=NC2=CC=CC=C2C(=C1N)NCC1=CC(=CC=C1)CN1CCOCC1